C(C)OC(=O)C1(CCC1)N(NC(=O)OC(C)(C)C)C(=O)OC(C)(C)C di-tert-butyl 1-(1-(ethoxycarbonyl)cyclobutyl)hydrazine-1,2-dicarboxylate